7-isopropoxy-N-(1-((1R,2R)-2-methoxycyclopropyl)-2-oxo-1,2-dihydropyridin-3-yl)-2-(1-methyl-2-oxabicyclo[2.1.1]hexan-4-yl)imidazo[1,2-a]pyrimidine-6-carboxamide C(C)(C)OC1=NC=2N(C=C1C(=O)NC=1C(N(C=CC1)[C@H]1[C@@H](C1)OC)=O)C=C(N2)C21COC(C2)(C1)C